ClC1=C(C(=O)NC(C(=O)O)CN2CC(C2)OCCCC2=NC=3NCCCC3C=C2)C(=CC=C1)Cl 2-(2,6-dichlorobenzamido)-3-(3-(3-(5,6,7,8-tetrahydro-1,8-naphthyridin-2-yl)propoxy)azetidin-1-yl)propanoic acid